N,N,N',N'-tetrakis(3-aminopropyl)1,4-butanediamine NCCCN(CCCCN(CCCN)CCCN)CCCN